C1(=CC=C(C=C1)CNC(C1=CN=C(C(=C1)O)N1N=CC=C1)=O)C1=CC=CC=C1 N-([1,1'-Biphenyl]-4-ylmethyl)-5-hydroxy-6-(1H-pyrazol-1-yl)nicotinamide